(3-(1-chloro-2,2,2-trifluoroethyl)-6-(2-chloro-5-fluorophenyl)-2-methyl-8-oxo-2,6,7,8-tetrahydropyrrolo[3,4-g]indazol-5-yl)-3-fluoro-5-(trifluoromethyl)benzamide ClC(C(F)(F)F)C=1N(N=C2C3=C(C(=CC12)C1=C(C(=O)N)C=C(C=C1F)C(F)(F)F)C(NC3=O)C3=C(C=CC(=C3)F)Cl)C